COC(CN(C1=CC=C(C=C1)Cl)C(F)F)=O difluoromethyl-p-chlorophenyl-glycine methyl ester